7-bromo-N-(4-(chlorodifluoromethoxy)phenyl)-1,1-dimethyl-2-(2-(4-methylpiperazin-1-yl)ethyl)-3-oxoisoindoline-5-carboxamide BrC=1C=C(C=C2C(N(C(C12)(C)C)CCN1CCN(CC1)C)=O)C(=O)NC1=CC=C(C=C1)OC(F)(F)Cl